3-methoxy-3,4-dihydro-2H-pyrrole COC1CN=CC1